CC1(CCC=2C1=NC1=C(C2NC(=O)N=[S@](=O)(N)C=2SC(=C(N2)CO)C(C)(C)O)CCC1)C (R)-N'-((3,3-dimethyl-1,2,3,5,6,7-hexahydrodicyclopenta[b,e]pyridin-8-yl)carbamoyl)-4-(hydroxymethyl)-5-(2-hydroxypropan-2-yl)thiazole-2-sulfonimidamide